C(#N)C=1C=NN2C1C(=CC(=C2)OCCN2CCCC2)C=2C=CC(=NC2)N2CCC(CC2)(C)NC(C2=C(C=CC(=C2)F)C)=O N-(1-(5-(3-cyano-6-(2-(pyrrolidin-1-yl)ethoxy)pyrazolo[1,5-a]pyridin-4-yl)pyridin-2-yl)-4-methylpiperidin-4-yl)-5-fluoro-2-methylbenzamide